(R)-N-(1-cyanocyclopropyl)-8-(4-(pyrrolidine-3-carbonyl)piperazin-1-yl)-3-(5-(trifluoromethyl)-1,3,4-thiadiazol-2-yl)imidazo[1,5-a]pyridine-6-sulfonamide C(#N)C1(CC1)NS(=O)(=O)C=1C=C(C=2N(C1)C(=NC2)C=2SC(=NN2)C(F)(F)F)N2CCN(CC2)C(=O)[C@H]2CNCC2